(S)-1-(4-((1-(3,4,5-trimethoxyphenyl)-1H-imidazol-4-yl)amino)pyrido[2,3-d]pyrimidin-2-yl)pyrrolidine-2-carboxamide COC=1C=C(C=C(C1OC)OC)N1C=NC(=C1)NC=1C2=C(N=C(N1)N1[C@@H](CCC1)C(=O)N)N=CC=C2